(8-bromo-3-chloroisoquinolin-5-yl)ethanone BrC=1C=CC(=C2C=C(N=CC12)Cl)C(C)=O